5,7-difluoro-1H-indole-2-carboxylic acid FC=1C=C2C=C(NC2=C(C1)F)C(=O)O